(S)-N-(3-(1-((2-ethyl-2H-pyrazolo[3,4-b]pyrazin-6-yl)amino)ethyl)phenyl)-2-(pyridin-4-yl)acetamide C(C)N1N=C2N=C(C=NC2=C1)N[C@@H](C)C=1C=C(C=CC1)NC(CC1=CC=NC=C1)=O